O(C)[C@@H](C(=O)Cl)C1=CC=CC=C1 (R)-2-methoxyl-2-phenyl-acetyl chloride